O1C(=CC=C1)P(C=1OC=CC1)C=1OC=CC1 tris(furan-2-yl)phosphane